ClCC(=O)C1=C(C(O)=CC=C1)O Chloroacetyl-catechol